(4S)-1-[(2R)-2-cyclopropyl-2-fluoroethyl]-5,5-difluoro-3-(trifluoromethyl)-4,5,6,7-tetrahydro-1H-indazol-4-ol C1(CC1)[C@H](CN1N=C(C=2[C@@H](C(CCC12)(F)F)O)C(F)(F)F)F